7-chloro-2,3-dihydrofuro[2,3-c]pyridine ClC=1N=CC=C2C1OCC2